2,2-dimethyl-1-methyldiethoxysilylmethylmethyl-1-aza-2-silacyclopentane C[Si]1(N(CCC1)CC[Si](OCC)(OCC)C)C